3-((3,5-dichloro-4-((4-oxo-3,4-dihydrophthalazin-1-yl)oxy)phenyl)amino)-3-oxopropanoic acid ClC=1C=C(C=C(C1OC1=NNC(C2=CC=CC=C12)=O)Cl)NC(CC(=O)O)=O